N1(CCC1)C[C@@H]1N2C=3C(=C(SC3C(NC1)=O)C=1C=NNC1)OCC2 (R)-6-(azetidin-1-ylmethyl)-2-(1H-pyrazol-4-yl)-4,5,7,8-tetrahydro-3-oxa-1-thia-5a,8-diazabenzo[cd]azulen-9(6H)-one